(2S,3R)-4,4-difluoro-2-[(2-fluoro[1,1'-biphenyl]-3-yl)methyl]pyrrolidin FC1(C[C@@H](NC1)CC=1C(=C(C=CC1)C1=CC=CC=C1)F)F